NC1=C(C=2C=C(C=3N(C2N1C1=C(C(=CC=C1C)O)C)N=CN3)Cl)C(=O)N 7-amino-4-chloro-8-(3-hydroxy-2,6-dimethylphenyl)-8H-pyrrolo[3,2-e][1,2,4]triazolo[1,5-a]pyridine-6-carboxamide